1,4,4-trimethylcycloheptanol CC1(CCC(CCC1)(C)C)O